CC1C(N(C2CC1C2)C(=O)C=2C=C(C#N)C=CC2N2N=CC=N2)CNC=2SC1=NC=CC=C1N2 3-{4-methyl-3-[({[1,3]thiazolo[5,4-b]pyridin-2-yl}amino)methyl]-2-azabicyclo[3.1.1]heptane-2-carbonyl}-4-(2H-1,2,3-triazol-2-yl)benzonitrile